ClC1=C(C=NN1CC1=C(C=CC=C1)OC(F)(F)F)CCNC(C(F)F)C 5-chloro-4-(2-((1,1-difluoropropan-2-yl)amino)ethyl)-1-(2-(trifluoromethoxy)benzyl)-1H-pyrazole